ClC=1C(=C(C=CC1OC(F)F)NC1=NC=NC2=C1N=C(N=C2)N2[C@H]1CN([C@@H](C2)CC1)C(=O)OC(C)(C)C)F tert-butyl (1R,4R)-5-(8-((3-chloro-4-(difluoromethoxy)-2-fluorophenyl)amino)pyrimido[5,4-d]pyrimidin-2-yl)-2,5-diazabicyclo[2.2.2]octane-2-carboxylate